O1C(=CC=C1)C=1OC2=C(C=C(C=C2CC1O)C)C 2-(Furan-2-yl)-3-hydroxy-6,8-dimethyl-4H-chromen